CC1=C(CN2CCN(CC2)CC2=CC=3N(C=C2)N=CC3N3C(NC(CC3)=O)=O)C=CC=C1 1-(5-((4-(2-methylbenzyl)piperazin-1-yl)methyl)pyrazolo[1,5-a]pyridin-3-yl)dihydropyrimidine-2,4(1H,3H)-dione